(S)-1-(5-(4-(Difluoromethyl)-6-(3-methoxytetrahydrofuran-3-yl)pyridine-2-yl)-7-methylpyrrolo[1,2-c]pyrimidin-3-yl)urea FC(C1=CC(=NC(=C1)[C@@]1(COCC1)OC)C=1C=C(N2C=NC(=CC21)NC(=O)N)C)F